C1(CC1)C1=C(N=CO1)C(=O)N1C2CN(C(C1)CC2)CC2=C(N=C1N2C=CC=N1)C1=CC=C(C=C1)C(C)C (5-Cyclopropyl-1,3-oxazol-4-yl)(5-{[2-(4-isopropylphenyl)imidazo[1,2-a]pyrimidin-3-yl]-methyl}-2,5-diazabicyclo[2.2.2]oct-2-yl)-methanone